C(C)OC1=NN2C(C3=C(C=CC=C3C(=C2C(=O)OCC)O)C2=CC=CC=C2)=N1 Ethyl 2-ethoxy-6-hydroxy-10-phenyl-[1,2,4]triazolo[5,1-a]isoquinoline-5-carboxylate